3,4-dichloroisothiazole ClC1=NSC=C1Cl